1-(4-(3-(3-oxa-8-azabicyclo[3.2.1]octan-8-yl)-4-(trifluoromethyl)benzyl)piperazine-1-carbonyl)-1H-pyrazole-3-carboxylic acid C12COCC(CC1)N2C=2C=C(CN1CCN(CC1)C(=O)N1N=C(C=C1)C(=O)O)C=CC2C(F)(F)F